COC1=CC=C(CC=2NC(=NN2)C(=O)OCC)C=C1 ethyl 5-(4-methoxybenzyl)-4H-1,2,4-triazole-3-carboxylate